FC1=CC(=CC=2N(C(=NC21)C)C(C)C)C=2C=CN1N=C(N=CC12)NC1CCC(CC1)(O)C (1s,4s)-4-((5-(4-fluoro-1-isopropyl-2-methyl-1H-benzo[d]imidazol-6-yl)pyrrolo[2,1-f][1,2,4]triazin-2-yl)amino)-1-methylcyclohexan-1-ol